N,N'-Dibenzyl-1,2-ethan-diamin C(C1=CC=CC=C1)NCCNCC1=CC=CC=C1